CN(CCCNC)CCCNC ((methylazanediyl)bis(propane-3,1-diyl))bis(methylazane)